(R)-6-((6'-Chloro-3-fluoro-4'-((3-hydroxybutyl)amino)-[2,3'-bipyridin]-5-yl)methyl)-2-thia-6-azaspiro[3.3]heptane 2,2-dioxide ClC1=CC(=C(C=N1)C1=NC=C(C=C1F)CN1CC2(CS(C2)(=O)=O)C1)NCC[C@@H](C)O